8-chloro-4-((3-chloro-4-fluorophenyl)amino)-6-((pyridin-2-yl(pyridin-4-yl)methyl)amino)quinazoline-3-carbonitrile ClC1=CC(=CC2=C(N(CN=C12)C#N)NC1=CC(=C(C=C1)F)Cl)NC(C1=CC=NC=C1)C1=NC=CC=C1